cuprous oxide, zirconium salt [Zr+4].[Cu-]=O.[Cu-]=O.[Cu-]=O.[Cu-]=O